4-[[1-(4-tert-Butoxycarbonylphenyl)azetidin-3-yl]methyl]piperazine-1-carboxylic acid benzyl ester C(C1=CC=CC=C1)OC(=O)N1CCN(CC1)CC1CN(C1)C1=CC=C(C=C1)C(=O)OC(C)(C)C